5-Amino-1-cyclopentyl-3-(4-(2-(1-methyl-5-(1,1,1-trifluoro-2-methylpropan-2-yl)-1H-pyrazol-3-ylamino)-2-oxoethyl)phenyl)-1H-pyrazole-4-carboxamide NC1=C(C(=NN1C1CCCC1)C1=CC=C(C=C1)CC(=O)NC1=NN(C(=C1)C(C(F)(F)F)(C)C)C)C(=O)N